NC1=C(SC2=NC(=CC=C21)C)C(=O)NCCC2=CC=C(C=C2)C2(CN(CC2)C(=O)OCCCC)O butyl 3-(4-(2-(3-amino-6-methylthieno[2,3-b]pyridine-2-carboxamido) ethyl)phenyl)-3-hydroxypyrrolidine-1-carboxylate